N(C)C[C@H](O)[C@@H](O)[C@H](O)[C@H](O)CO.NC1=C(C=C(C(=N1)N1C=C(C(C2=CC(=C(C(=C12)Cl)N1CC(C1)O)F)=O)C(=O)O)F)F 1-(6-amino-3,5-difluoro-2-pyridinyl)-8-chloro-6-fluoro-1,4-dihydro-7-(3-hydroxy-1-azetidinyl)-4-oxo-3-quinolinecarboxylic acid meglumine salt